B(O)(O)CCC=1C(=C(C(=O)O)C(=CC1)OC1CN(C1)C(=O)C1CCNCC1)O 3-(2-Boronoethyl)-2-hydroxy-6-{[1-(piperidine-4-carbonyl)azetidin-3-yl]oxy}benzoic acid